S1C(=NC2=C1C=CC=C2)NC(=O)C=2C=CC=C1CCN(CC21)C2=CC=C(C(=N2)C(=O)OC(C)(C)C)C=2C=NN(C2)CC2(C1CC3CC(CC2C3)C1)CCOC tert-butyl 6-(8-(benzo[d]thiazol-2-ylcarbamoyl)-3,4-dihydroisoquinolin-2(1H)-yl)-3-(1-{[2-(2-methoxyethyl)tricyclo[3.3.1.13,7]dec-2-yl]methyl}-1H-pyrazol-4-yl)picolinate